COC(CC1=C(C(=NC=C1)[N+](=O)[O-])N)CC (2-methoxybutyl)-2-nitropyridin-3-amine